C(#N)C=1N=C2N(N=CC(=C2C(C)OC)NC(=O)NC=2C=NC=C(C2)C#N)C1 N-(2-cyano-8-(1-methoxyethyl)imidazo[1,2-b]pyridazin-7-yl)-N'-(5-cyanopyridin-3-yl)urea